BrC=1C(=C(C=NC1)N)C 5-bromo-4-methylpyridin-3-amine